2-[5-methyl-1-[4-(trifluoromethoxy)phenyl]pyrazol-3-yl]-1,3,4,6,7,8,9,9a-octahydropyrido[1,2-a]pyrazine-8-carbaldehyde CC1=CC(=NN1C1=CC=C(C=C1)OC(F)(F)F)N1CC2N(CC1)CCC(C2)C=O